2-HYDROXYPROPYL-TRIMETHYL-AMMONIUM FORMATE C(=O)[O-].OC(C[N+](C)(C)C)C